CC(C(CS)C)S 1,2-dimethylpropane-1,3-dithiol